OC(C)(C)C1CN(CCN1)C=1N=NC(=CN1)C1=C(C=C(C=C1)N1N=CC=N1)O 2-{3-[3-(2-hydroxypropan-2-yl)piperazin-1-yl]-1,2,4-triazin-6-yl}-5-(2H-1,2,3-triazol-2-yl)phenol